2-Amino-5,5,5-trifluoro-4,4-dimethylpentanoic acid NC(C(=O)O)CC(C(F)(F)F)(C)C